4,6-dichloro-5-hydroxy-N-(1-methyl-5-((2-(trifluoromethoxy)benzyl)carbamoyl)-1H-pyrazol-4-yl)picolinamide ClC1=CC(=NC(=C1O)Cl)C(=O)NC=1C=NN(C1C(NCC1=C(C=CC=C1)OC(F)(F)F)=O)C